3-(3,4-dihydroxyphenyl)propionylhydrazine OC=1C=C(C=CC1O)CCC(=O)NN